C(C)(C)(C)[C@]12CNCC[C@@H](CC1)N2C(=O)OC(COCC2OC(OC2)=O)COCC2OC(OC2)=O 1,3-bis[(2-oxo-1,3-dioxolan-4-yl)methoxy]2-propanol tert-butyl-(1S,6R)-3,9-diazabicyclo[4.2.1]nonane-9-carboxylate